4-amino-3-[3-(5-chloro-2-fluoro-4-methoxy-benzenesulfonylamino)-2-fluoro-phenyl-pyrazolo[3,4-d]pyrimidin-1-yl]-piperidine-1-carboxylic acid tert-butyl ester C(C)(C)(C)OC(=O)N1CC(C(CC1)N)N1N=C(C=2C1=NC=NC2)C2=C(C(=CC=C2)NS(=O)(=O)C2=C(C=C(C(=C2)Cl)OC)F)F